(S)-2,5-Dichloro-4-fluoro-8,8a,9,10,11,12-hexahydro-7-oxa-1,3,6,12a-tetraazabenzo[4,5]cyclohepta[1,2,3-de]naphthalene ClC=1N=C2C=3C(=NC(=C(C3N1)F)Cl)OC[C@H]1N2CCCC1